Acetylglucosamin C(C)(=O)C1(O)[C@H](N)[C@@H](O)[C@H](O)[C@H](O1)CO